C(C)(C)(C)OC(=O)N1[C@H](CN(CC1)C=1C2=C(N=C(N1)OC[C@H]1N(CCC1)C)CN(CC2)C2=CN=CC1=CC=CC=C21)CC#N (S)-2-(cyanomethyl)-4-{7-(isoquinolin-4-yl)-2-[((S)-1-methylpyrrolidin-2-yl)methoxy]-5,6,7,8-tetrahydropyrido[3,4-d]pyrimidin-4-yl}piperazine-1-carboxylic acid tert-butyl ester